C(=C)C=1C=C2C=NC(=NC2=CC1)N1CCOCC1 4-(6-Vinylquinazolin-2-yl)morpholine